4-Bromo-1,5-dimethylindolin-2-one BrC1=C2CC(N(C2=CC=C1C)C)=O